C(CCCCCCCC)C1=C(C(=CC=C1)CCCCCCCCC)O 2,6-di-n-nonylphenol